(5RS)-2-[4-Methoxy-3-(trifluoromethyl)benzyl]-3-oxo-2,3,5,6,7,8-hexahydro[1,2,4]triazolo[4,3-a]pyridin COC1=C(C=C(CN2N=C3N(CCCC3)C2=O)C=C1)C(F)(F)F